ClC=1C=C(C=C(C1F)Cl)C(C(F)(F)F)=O 3,5-dichloro-4-fluorotrifluoroacetylbenzene